di-tert-butyl (4-(prop-2-yn-1-yl(4-(trifluoromethyl)benzyl)-amino)-1,2-phenylene)dicarbamate C(C#C)N(C1=CC(=C(C=C1)NC(OC(C)(C)C)=O)NC(OC(C)(C)C)=O)CC1=CC=C(C=C1)C(F)(F)F